ClC1=CC=C(C=C1)N1C(N=C2C(C1=O)=CC=CN2CC=2C=NC(=CC2)Cl)=S 3-(4-chlorophenyl)-8-((6-chloropyridin-3-yl)methyl)-2-thioxo-2,8-dihydropyrido[2,3-d]pyrimidin-4(3H)-one